NC1=NN2C(N=CC=C2)=C1C(=O)NC(C)C=1C=C(C2=CNN=C2C1N1CC(CC1)C(=O)OC)Cl Methyl 1-[6-(1-{[(2-aminopyrazolo[1,5-a]pyrimidin-3-yl)carbonyl]amino} ethyl)-4-chloro-2H-indazol-7-yl]pyrrolidine-3-carboxylate